2-[6-[6-(2,6-diazaspiro[3.3]heptan-2-yl)-3-pyridyl]-4-fluoro-indazol-2-yl]-2-(6,7-dihydro-5H-pyrrolo[1,2-c]imidazol-1-yl)-N-thiazol-2-yl-acetamide, trifluoroacetic acid salt FC(C(=O)O)(F)F.C1N(CC12CNC2)C2=CC=C(C=N2)C=2C=C(C1=CN(N=C1C2)C(C(=O)NC=2SC=CN2)C2=C1N(C=N2)CCC1)F